O1[C@H](COC2=C1C=CC=C2)C2=CC=C(CN(C1CCN(CC1)C)C)C=C2 N-{4-[(2S)-2,3-dihydro-1,4-benzodioxin-2-yl]benzyl}-N,1-dimethylpiperidin-4-amine